((S)-5-fluoro-1-(fluoromethyl)-2,3-dihydro-1H-benzo[d]pyrrolo[1,2-a]imidazol-7-yl)-N-(5-((8-methyl-3,8-diazabicyclo[3.2.1]octan-3-yl)methyl)pyridin-2-yl)pyrimidin-2-amine FC1=CC(=CC2=C1N=C1N2[C@@H](CC1)CF)C1=NC(=NC=C1)NC1=NC=C(C=C1)CN1CC2CCC(C1)N2C